CC=1N(C2=CC=CC=C2C1)C methyl-(N-methylindole)